1-(4-(trifluoromethyl)phenyl)pyrrolidin-3-ol (2,6-Dichloropyridin-4-yl)methyl-(S)-2-aminohexanoate hydrochloride Cl.ClC1=NC(=CC(=C1)C[C@](C(=O)OC1CN(CC1)C1=CC=C(C=C1)C(F)(F)F)(CCCC)N)Cl